C(C)(C)(C)OC(=O)N1C2CN(CC1CC2)C=2C1=C(N=CN2)C=CC(=N1)Cl 3-(6-chloropyrido[3,2-d]pyrimidin-4-yl)-3,8-diazabicyclo[3.2.1]octane-8-carboxylic acid tert-butyl ester